6-{4-[4-(4-cyclopropylphenoxy)benzoyl]piperazin-1-yl}pyridazin-3-amine C1(CC1)C1=CC=C(OC2=CC=C(C(=O)N3CCN(CC3)C3=CC=C(N=N3)N)C=C2)C=C1